C1(C=CC(N1CC(C(CN1C(C=CC1=O)=O)O)O)=O)=O 1,4-Bismaleimidyl-2,3-dihydroxybutane